(1s,4s)-4-((tert-butyloxycarbonyl)amino)cyclohexyl-4-methylbenzenesulfonate C(C)(C)(C)OC(=O)NC1CCC(CC1)OS(=O)(=O)C1=CC=C(C=C1)C